3-(1-(4-isopropylbenzoyl) piperidin-3-ylphenoxy)-2-methylpropionate C(C)(C)C1=CC=C(C(=O)N2CC(CCC2)C2=C(OCC(C(=O)[O-])C)C=CC=C2)C=C1